NC1=NC=C(C2=C1C=NN2COCC[Si](C)(C)C)NC(C(N2[C@H](CC[C@@H](C2)C)C2=CC(=CC=C2)N2CCN(CC2)C)=O)=O N-[4-amino-1-(2-trimethylsilylethoxymethyl)pyrazolo[4,3-c]pyridin-7-yl]-2-oxo-2-[(2R,5S)-5-methyl-2-[3-(4-methylpiperazin-1-yl)phenyl]-1-piperidyl]acetamide